5,12-dioxahexacyclo[7.6.1.0(2,8).0(4,6).0(10,15).0(11,13)]hexadecane C12C3CC4OC4CC3C(C3C4OC4CC31)C2